N[C@@H](CCC1=CC=CC=C1)C(=O)C HOMOPHENYLALANINYLMETHANE